OC[C@H]1N(C[C@@H]([C@H]([C@@H]1O)O)O)CC1CN(C1)[C@@H]1[C@@H](CCCC1)C(F)(F)F (2R,3R,4R,5S)-2-(hydroxymethyl)-1-((1-((1S,2R)-2-(trifluoromethyl)cyclohexyl)azetidin-3-yl)methyl)piperidine-3,4,5-triol